CC1NCCNC(CC(NCCNC(C1)(C)C)C)(C)C 5,7,7,12,14,14-hexamethyl-1,4,8,11-tetrazacyclotetradecane